FCC(C(CC(=O)O)C(C(CC)N1C(C2=CC(=CC=C2C1)C=1C=NC(=CC1)OC)=O)=O)=O 5-fluoro-3-(2-(6-(6-methoxypyridin-3-yl)-1-oxoisoindolin-2-yl)butyryl)-4-oxopentanoic acid